Pyridin-6-ylcarbamic acid tert-butyl ester C(C)(C)(C)OC(NC1=CC=CC=N1)=O